oxazol-5-ylmethyl (4-(2-(1-(oxetane-3-carbonyl)piperidin-4-yl)ethyl)phenyl)carbamate O1CC(C1)C(=O)N1CCC(CC1)CCC1=CC=C(C=C1)NC(OCC1=CN=CO1)=O